1-(cyclobutyl-methyl)-8-dimethylamino-3-[(4-methoxyphenyl)-methyl]-8-(3-methoxy-propyl)-1,3-diazaspiro[4.5]decan-2-one C1(CCC1)CN1C(N(CC12CCC(CC2)(CCCOC)N(C)C)CC2=CC=C(C=C2)OC)=O